CC(C)(C(CC(CCCC)=O)=O)C 2,2-dimethyl-3,5-nonanedione